CN1N=CC(=C1)C=1C=CC=2N(C1)N=CC2N2CCN(CC2)C(=O)O[C@H](C)C2=C(C=CC=C2)F (1R)-1-(2-fluorophenyl)ethyl 4-[6-(1-methyl-1H-pyrazol-4-yl)pyrazolo[1,5-a]pyridin-3-yl]piperazine-1-carboxylate